C(C)(=O)N1C2=CC=C(C=C2SC=2C=C(C=CC12)N(C)C)N(C)C 10-acetyl-N,N,N',N'-tetramethyl-10H-phenothiazine-3,7-diamine